COC=1C=C(C=CC1OC)CCCO 3-(3,4-Dimethoxyphenyl)propan-1-ol